O[C@@H](C1(CC1)C(=O)N)[C@@H]1N2C(C3=CC=CC=C13)=CN=C2 1-((s)-hydroxy((R)-5H-imidazo[5,1-a]isoindol-5-yl)methyl)cyclopropane-1-carboxamide